1,1-dimethyl-3-(6-oxo-6-phenoxyhexyl)-1,3-dihydro-2H-benzo[e]indol CC1(CN(C=2C=CC3=C(C12)C=CC=C3)CCCCCC(OC3=CC=CC=C3)=O)C